[N-]=C=O.[N-]=C=O.COC=1C(=C(C=CC1)C(C1=CC=CC=C1)C1=CC=CC=C1)OC dimethoxytriphenylmethane diisocyanate